FC(C(=O)O)(F)F.CC=1N=C(C=2N(C1)C=C(N2)NC(=O)C2=CN=C(C1=NC=CN=C12)N1C[C@H](N[C@H](C1)C)C)C N-(6,8-dimethylimidazo[1,2-a]pyrazin-2-yl)-5-((3R,5S)-3,5-dimethylpiperazin-1-yl)pyrido[3,4-b]pyrazine-8-carboxamide 2,2,2-trifluoroacetate